Dimethyl Ethylidenemalonate C(C)=C(C(=O)OC)C(=O)OC